methyl (1S,2S)-2-(((6-(5-(aminomethyl)-1-methyl-1H-1,2,3-triazol-4-yl)-2-methylpyridin-3-yl)oxy)methyl)cyclohexane-1-carboxylate NCC1=C(N=NN1C)C1=CC=C(C(=N1)C)OC[C@@H]1[C@H](CCCC1)C(=O)OC